CNC1=CC=C(C=N1)CN1CCC2=CC=C(C=C12)C(=O)NC1=CC(=C(C=C1)CN1CCN(CC1)C)C(F)(F)F 1-((6-(methylamino)pyridin-3-yl)methyl)-N-(4-((4-methylpiperazin-1-yl)methyl)-3-(trifluoromethyl)phenyl)indoline-6-carboxamide